(1R,3R)-3-((S)-6-(Methoxycarbonyl)-7-methyl-2-(((R)-tetrahydro-2H-pyran-2-yl)methyl)-6,7,8,9-tetrahydro-3H-imidazo[4,5-f]chinolin-3-yl)cyclohexan COC(=O)N1[C@H](CCC2=C3C(=CC=C12)N(C(=N3)C[C@@H]3OCCCC3)C3CCCCC3)C